CNC1=C(C=C(C=C1)Cl)Cl N-methyl-2,4-dichloroaniline